benzyl (2-(2-chloro-6-(1-cyclopropylvinyl)pyridin-4-yl)propan-2-yl)carbamate ClC1=NC(=CC(=C1)C(C)(C)NC(OCC1=CC=CC=C1)=O)C(=C)C1CC1